(S)-9,10-difluoro-6-((((2-methoxypyridin-4-yl)methyl)(1-(6-methylpyridin-3-yl)piperidin-3-yl)amino)methyl)-2,3-dihydro-7H-[1,4]oxazino[2,3,4-ij]quinolin-7-one FC=1C=C2C(C(=CN3C2=C(C1F)OCC3)CN([C@@H]3CN(CCC3)C=3C=NC(=CC3)C)CC3=CC(=NC=C3)OC)=O